1-[(5-methylpyrazin-2-yl)carbonyl]piperidin CC=1N=CC(=NC1)C(=O)N1CCCCC1